(4R)-7,7-Dimethyl-4-(1-(methylsulfonyl)spiro[indole-3,4'-piperidine]-1'-carbonyl)-6,9-dioxa-1-Phenyl-2,10-dioxo-5,8-diazadodecane CC(ON[C@H](CC(CC1=CC=CC=C1)=O)C(=O)N1CCC2(CC1)CN(C1=CC=CC=C12)S(=O)(=O)C)(NOC(CC)=O)C